FC1=CC2=C(N=C(O2)N2CC3=CC=C(C(=C3C[C@H]2C(=O)OC)OCC2=CC=C(C=C2)F)OC)C=C1 methyl (S)-2-(6-fluorobenzo[d]oxazol-2-yl)-5-((4-fluorobenzyl)oxy)-6-methoxy-1,2,3,4-tetrahydroisoquinoline-3-carboxylate